(S)-N-(1-(4-(cyclopropanesulfonamido)pyridin-2-yl)-2-ethoxyethyl)-5-(6-ethoxypyrazin-2-yl)thiazole-2-carboxamide C1(CC1)S(=O)(=O)NC1=CC(=NC=C1)[C@@H](COCC)NC(=O)C=1SC(=CN1)C1=NC(=CN=C1)OCC